C(C)(C)(C)C1N(CCC(C1)N)C(=O)O.C(C)(C)(C)OC(=O)N1CCC(CC1)N tert-Butyl-4-aminopiperidine-1-carboxylate (tert-Butyl 4-aminopiperidine-1-carboxylate)